1-(3-methylpyrazolo[1,5-a]pyridin-6-yl)ethan-1-one CC=1C=NN2C1C=CC(=C2)C(C)=O